6-bromo-1-((1s,3s)-3-(4-fluoropiperidin-1-yl)-3-methylcyclobutyl)-3,3-dimethyl-1,3-dihydro-2H-pyrrolo[3,2-b]pyridin-2-one BrC=1C=C2C(=NC1)C(C(N2C2CC(C2)(C)N2CCC(CC2)F)=O)(C)C